NC1=C(C=C(C=C1)S(=O)(=O)NC)C=1N=NN(N1)CC1=C(C=CC=C1)F 4-amino-3-[2-[(2-fluorophenyl)methyl]tetrazol-5-yl]-N-methyl-benzenesulfonamide